O1C(=NC2=C1C=CC=C2)C=2SC(=CC2)C=2OC1=C(N2)C=CC=C1 2,5-bis(benzooxazol-2-yl)thiophene